C(C)(C)C1=CC=C(C=C1)C=NNC1=CC=C(C(=O)O)C=C1 4-(2-(4-isopropylphenyl-methylene)hydrazino)benzoic acid